2-(5-methoxy-1H-indazol-3-yl)acetic acid COC=1C=C2C(=NNC2=CC1)CC(=O)O